N[C@@H]1CC=CC[C@H]1C1=C(C=2N=C(N=C(C2S1)NCC=1OC=CC1)Cl)Br 6-((1r,6r)-6-aminocyclohex-3-en-1-yl)-7-bromo-2-chloro-N-(furan-2-ylmethyl)thieno[3,2-d]pyrimidin-4-amine